C1(=C2N(C=N1)CCC2)C(C(NC2=NC=CC=C2)=O)N2CC1=C(C=C(C=C1C2=O)C2=CC=C(C=C2)N2CC1(CN(C1)C(=O)OC(C)(C)C)C2)F tert-butyl 6-[4-[2-[1-(6,7-dihydro-5H-pyrrolo[1,2-c]imidazol-1-yl)-2-oxo-2-(2-pyridylamino) ethyl]-7-fluoro-3-oxo-isoindol-5-yl] phenyl]-2,6-diazaspiro[3.3]heptane-2-carboxylate